N-(4-hydroxyphenylethyl)-4-(5-(4-hydroxyphenyl)-1H-pyrazol-3-yl)benzamide OC1=CC=C(C=C1)CCNC(C1=CC=C(C=C1)C1=NNC(=C1)C1=CC=C(C=C1)O)=O